3-((1-(4,4-difluoro-3-(3-fluoro-1H-pyrazol-1-yl)butyryl)-4-hydroxypiperidin-4-yl)methyl)-7-(2-hydroxy-2,3-dihydro-1H-inden-5-yl)imidazo[2,1-f][1,2,4]triazin-4(3H)-one FC(C(CC(=O)N1CCC(CC1)(O)CN1C=NN2C(C1=O)=NC=C2C=2C=C1CC(CC1=CC2)O)N2N=C(C=C2)F)F